O1C(CS(CC1)(=O)=O)C(=O)O 1,4-oxathiane-2-carboxylic acid 4,4-dioxide